2-(10-Fluoro-1-oxo-3,4,6,7,8,9-hexahydropyrazino[1,2-a]indol-2(1H)-yl)-4-(1-methyl-5-(5-(4-(oxetan-3-yl)piperazin-1-yl)pyridin-2-ylamino)-6-oxo-1,6-dihydropyridin-3-yl)nicotinaldehyde FC1=C2N(C=3CCCCC13)CCN(C2=O)C2=C(C=O)C(=CC=N2)C2=CN(C(C(=C2)NC2=NC=C(C=C2)N2CCN(CC2)C2COC2)=O)C